7-cyclopentyl-2-((5-(4-((2-(2,6-dioxopiperidin-3-yl)-1-oxoisoindolin-5-yl)methyl)piperazin-1-yl)pyridin-2-yl)amino)-N,N-dimethyl-7H-pyrrolo[2,3-d]pyrimidine-6-carboxamide C1(CCCC1)N1C(=CC2=C1N=C(N=C2)NC2=NC=C(C=C2)N2CCN(CC2)CC=2C=C1CN(C(C1=CC2)=O)C2C(NC(CC2)=O)=O)C(=O)N(C)C